3-(3-(1-hydroxy-2-methylpropan-2-yl)isoxazol-5-yl)urea OCC(C)(C)C1=NOC(=C1)NC(N)=O